OC[C@H](C(C)(C)C)NC(=O)C=1C2=C(N(N1)C1=NC=CN=C1)C1CCC(C2)O1 N-((S)-1-hydroxy-3,3-dimethylbutan-2-yl)-1-(pyrazin-2-yl)-1,4,5,6,7,8-hexahydro-5,8-epoxycyclohepta[c]pyrazole-3-carboxamide